[4-(4-nitrophenyl)-1-piperidinyl]-3,4-dihydro-1H-isoquinoline-2-carboxylic acid tert-butyl ester C(C)(C)(C)OC(=O)N1C(C2=CC=CC=C2CC1)N1CCC(CC1)C1=CC=C(C=C1)[N+](=O)[O-]